6-(Dimethylphosphoryl)-2,7-dimethyl-N-{(1R)-1-[2-methyl-3-(trifluoromethyl)phenyl]ethyl}pyrido[2,3-d]pyrimidin-4-amine CP(=O)(C)C1=CC2=C(N=C(N=C2N[C@H](C)C2=C(C(=CC=C2)C(F)(F)F)C)C)N=C1C